ClC1=CC=C(C=C1)CN(C(C(N)=O)=O)CC1=C(C=CC=C1)C N'-[(4-chlorophenyl)methyl]-N'-(o-tolylmethyl)oxamide